C(C)(C)(C)NC(=O)C1=C(C(=CC(=C1)C#N)C)NC(=O)C1=CC(=NN1C1=NC=CC=C1Cl)CN1N=C(N=N1)C(F)(F)F N-[2-(tert-butylcarbamoyl)-4-cyano-6-methylphenyl]-1-(3-chloropyridin-2-yl)-3-{[5-(trifluoromethyl)-2H-tetrazol-2-yl]methyl}-1H-pyrazole-5-carboxamide